O1COC2=C1C=CC=C2C2=C(N=C(N2)C(C)(C)C)C2=NC(=CC=C2)C 2-(5-benzo[1,3]dioxol-4-yl-2-tert-butyl-1H-imidazol-4-yl)-6-methylpyridine